BrC=1N=C(N2N=CN=C(C21)O)[C@@H]2CN(CC2)C(=O)OCC2=CC=CC=C2 (S)-benzyl 3-(5-bromo-4-hydroxyimidazo[5,1-f][1,2,4]triazine-7-yl)pyrrolidine-1-carboxylate